5,6-difluoro-4,7-bis(5-(trimethylstannyl)thiophen-2-yl)benzo[c][1,2,5]Thiadiazole FC1=C(C=2C(=NSN2)C(=C1F)C=1SC(=CC1)[Sn](C)(C)C)C=1SC(=CC1)[Sn](C)(C)C